C(#N)C=1C=C(C(=O)N(C)C)C=C(C1C(C)O)C1=CC2=C(NC=N2)C=C1 3-cyano-4-(1-hydroxyethyl)-N,N-Dimethyl-5-(1H-benzimidazol-5-yl)benzamide